Ethyl 2-(2-chloro-4-((2,5-dioxo-3-(4-(trifluoromethyl) phenyl) imidazolin-1-yl) methyl)-6-fluorophenoxy)-2-methylpropionate ClC1=C(OC(C(=O)OCC)(C)C)C(=CC(=C1)CN1C(N(CC1=O)C1=CC=C(C=C1)C(F)(F)F)=O)F